(4-benzoxazol-2-yl-phenyl)-(4-benzothiophen-2-yl-phenyl)-amine O1C(=NC2=C1C=CC=C2)C2=CC=C(C=C2)NC2=CC=C(C=C2)C=2SC1=C(C2)C=CC=C1